C(=O)=C(CCCNCCCCN(CCCC(=O)[O-])CCCC(=O)[O-])OCCCCCCCCCCC 4,4'-((4-((4-carbonyl-4-(undecanyloxy)butyl)amino)butyl)azanediyl)dibutyrate